(R,E)-6-(6-(2-(5-Cyclopropyl-3-(2-(trifluoromethyl)phenyl)isoxazol-4-yl)vinyl)-2-azaspiro[3.3]heptan-2-yl)-4-((tetrahydrofuran-3-yl)oxy)chinolin C1(CC1)C1=C(C(=NO1)C1=C(C=CC=C1)C(F)(F)F)/C=C/C1CC2(CN(C2)C=2C=C3C(=CC=NC3=CC2)O[C@H]2COCC2)C1